2-Methyl-3-(isopropyl-phenyl)propanal nonyl-8-((6-(((heptadecan-9-yloxy)carbonyl)oxy)hexyl)(3-hydroxypropyl)amino)-7-hydroxyoctanoate C(CCCCCCCC)OC(CCCCCC(CN(CCCO)CCCCCCOC(=O)OC(CCCCCCCC)CCCCCCCC)O)=O.CC(C=O)CC1=C(C=CC=C1)C(C)C